N[C@@H](CCC(=O)N[C@@H](CS)C(=O)NCC(=O)O)C(=O)O N-(N-gamma-L-glutamyl-L-cysteinyl)glycine